2-(2,2-dimethyl-2,3-dihydro-1-benzofuran-4-yl)acetic acid CC1(OC2=C(C1)C(=CC=C2)CC(=O)O)C